4-(4-(4-(1-Acryloylazetidin-3-yl)piperazin-1-yl)phenyl)-6-(1-(2-cyanoethyl)-1H-pyrazol-4-yl)pyrazolo[1,5-a]pyridine-3-carbonitrile C(C=C)(=O)N1CC(C1)N1CCN(CC1)C1=CC=C(C=C1)C=1C=2N(C=C(C1)C=1C=NN(C1)CCC#N)N=CC2C#N